trans-4-((4-(2-(2-aminopyridin-3-yl)-5-phenyl-3H-imidazo[4,5-b]pyridin-3-yl)benzyl)(2,2,2-trifluoroethyl)amino)cyclohexane-1-carboxylic acid NC1=NC=CC=C1C1=NC=2C(=NC(=CC2)C2=CC=CC=C2)N1C1=CC=C(CN([C@@H]2CC[C@H](CC2)C(=O)O)CC(F)(F)F)C=C1